CC1(CCN2C3=C(N=C(C=C13)N1[C@@H](COCC1)C)C(=N2)C2=NNC=C2)O 6-methyl-4-((R)-3-methylmorpholino)-2-(1H-pyrazol-3-yl)-7,8-dihydro-6H-pyrazolo[4,5,1-ij][1,7]naphthyridin-6-ol